(2S,3R,4R,5S)-3,4,5-tris(benzyloxy)-2-((benzyloxy)methyl)-1-(((1s,4R)-4-(2-fluoropropan-2-yl)cyclohexyl)methyl)piperidine C(C1=CC=CC=C1)O[C@@H]1[C@@H](N(C[C@@H]([C@H]1OCC1=CC=CC=C1)OCC1=CC=CC=C1)CC1CCC(CC1)C(C)(C)F)COCC1=CC=CC=C1